FC=1C(=NC=CC1)N1N=C(N=C1)C=O [1-(3-fluoro-2-pyridinyl)-1,2,4-triazol-3-yl]methanone